COC(C(C)(F)ON1[C@@H]2C=C([C@H](N(C1=O)C2)C(N)=O)C)=O.CNC(CC)=O N-methyl-propanamide methyl-2-(((2S,5R)-2-carbamoyl-3-methyl-7-oxo-1,6-diazabicyclo[3.2.1]oct-3-en-6-yl)oxy)-2-fluoropropionate